(1s,4s)-4-(1-(tert-butyl)-5-((1,1-dioxido-2,3-dihydrobenzo[b]thiophen-4-yl)amino)-1H-pyrazol-3-yl)cyclohexyl (4-nitrophenyl) carbonate C(OC1CCC(CC1)C1=NN(C(=C1)NC1=CC=CC=2S(CCC21)(=O)=O)C(C)(C)C)(OC2=CC=C(C=C2)[N+](=O)[O-])=O